8,8'-((2-((1R,3S)-3-hydroxycyclobutyl)-ethyl)azanediyl)bis-(N,N-didecyloctan-amide) OC1CC(C1)CCN(CCCCCCCC(=O)N(CCCCCCCCCC)CCCCCCCCCC)CCCCCCCC(=O)N(CCCCCCCCCC)CCCCCCCCCC